2-(5-hydroxy-1-methyl-1H-pyrazol-4-yl)-6-methylisonicotinic acid methyl ester hydrochloride Cl.COC(C1=CC(=NC(=C1)C)C=1C=NN(C1O)C)=O